ClC(C(CC(=O)OCC)=O)(Cl)Cl ethyl 4,4,4-trichloroacetoacetate